2,4-bis(2,4-dimethylphenyl)-6-(2-hydroxy-4-isooctyloxy-phenyl)-s-triazine CC1=C(C=CC(=C1)C)C1=NC(=NC(=N1)C1=C(C=C(C=C1)C)C)C1=C(C=C(C=C1)OCCCCCC(C)C)O